1-bromo-2-(1-(4-fluorophenyl)vinyl)benzene BrC1=C(C=CC=C1)C(=C)C1=CC=C(C=C1)F